C(#N)C1=CC=2N(N=C1)C(=CC2)C2=NC=C(C(=O)NC[C@H](C(C)(C)O)F)C(=C2)NC2CCC(CC2)C=2N=NN(C2)C2CC2 6-(3-cyanopyrrolo[1,2-b]pyridazin-7-yl)-4-(((1R,4R)-4-(1-cyclopropyl-1H-1,2,3-triazol-4-yl)cyclohexyl)amino)-N-((R)-2-fluoro-3-hydroxy-3-methylbutyl)nicotinamide